F\C(=C/C=1C=C(C=NC1C)C(=O)N[C@@H]1[C@H](CCCC1)O)\C=1C=NC=C(C1)N1CCOCC1 5-{(Z)-2-fluoro-2-[5-(morpholin-4-yl)pyridin-3-yl]vinyl}-N-[(1S,2S)-2-hydroxycyclohexyl]-6-methylpyridin-3-carboxamide